N,N-dimethyl-1-[[4-[5-(trifluoromethyl)-1,2,4-oxadiazol-3-yl]phenyl]methyl]-1,2,4-triazol-3-amine CN(C1=NN(C=N1)CC1=CC=C(C=C1)C1=NOC(=N1)C(F)(F)F)C